2,6-difluoro-3-pyrrolyl-phenyl-titanium dichloride [Cl-].[Cl-].FC1=C(C(=CC=C1C=1NC=CC1)F)[Ti+2]